The molecule is an organic heterobicyclic compound that is a cyclic peroxy compound isolated from the Australian marine sponge Plakinastrella clathrata. It has a role as a metabolite. It is a gamma-lactone, an organic heterobicyclic compound and a member of phenols. C[C@@]1(C[C@@]2([C@@H](CC(=O)O2)OO1)C)CCCCCCCCCCCCC3=CC=C(C=C3)O